beta-alanine glutamate N[C@@H](CCC(=O)O)C(=O)O.NCCC(=O)O